C(=O)C1CCN(CC1)C1=CC=C(N=N1)C(=O)N 6-(4-formylpiperidine-1-yl)pyridazine-3-carboxamide